methanesulfonyl-(2-dicyclohexylphosphino-2',4',6'-tri-i-propyl-1,1'-biphenyl) CS(=O)(=O)C=1C(=C(C=CC1)C1=C(C=C(C=C1C(C)C)C(C)C)C(C)C)P(C1CCCCC1)C1CCCCC1